FC(CN1C=C(C=2C(N(C=CC21)CC(=O)N2CC(CC2)F)=O)C2=CC(=C(C=C2)F)C(F)(F)F)F 1-(2,2-difluoroethyl)-3-(4-fluoro-3-(trifluoromethyl)phenyl)-5-(2-(3-fluoropyrrolidin-1-yl)-2-oxoethyl)-1H-pyrrolo[3,2-c]pyridin-4(5H)-one